4-(5-chloropyridin-3-yl)-N-(1-(2-(cyclopropanesulfonamido)pyrimidin-4-yl)propyl)-2-fluorobenzamide ClC=1C=C(C=NC1)C1=CC(=C(C(=O)NC(CC)C2=NC(=NC=C2)NS(=O)(=O)C2CC2)C=C1)F